NC1=NC=CC2=CC(=CC=C12)CNC1=CC=CC(=N1)C#N 6-(((1-aminoisoquinolin-6-yl)methyl)amino)pyridinecarbonitrile